NC[C@@]1(CN(C[C@@H]1S(=O)(=O)C1=CC=C(C=C1)Cl)S(=O)(=O)C1=C(C=C(C#N)C=C1)Cl)O 4-(((3s,4s)-3-(aminomethyl)-4-((4-chlorophenyl)sulfonyl)-3-hydroxypyrrolidin-1-yl)sulfonyl)-3-chlorobenzonitrile